C(C)(=O)OC[C@H](C)NC1=NC=C(C=C1C(N(C)C)=O)Br (S)-2-((5-bromo-3-(dimethylcarbamoyl)pyridin-2-yl)amino)propyl acetate